Vanadium aluminum phosphate P(=O)([O-])([O-])[O-].[Al+3].[V+5]